n-nonene CCCCCCC=CC